ClC1=NN(C=C1CC(=O)NC=1N=CC2=CC(=C(C=C2C1)C1CCN(CC1)[C@]1(COC[C@H]1O)C)Cl)C 2-(3-chloro-1-methyl-1H-pyrazol-4-yl)-N-(7-chloro-6-(1-((3S,4S)-4-hydroxy-3-methyltetrahydrofuran-3-yl)piperidin-4-yl)isoquinolin-3-yl)acetamide